N[C@H](C(=O)NC1=CC=C(C(=O)NS(=O)(=O)C2=CC=CC=C2)C=C1)C1=CC=CC=C1 (S)-4-(2-amino-2-phenylacetamido)-N-(benzenesulfonyl)benzamide